COC1=C2C(NC(=NC2=CC(=C1)OC)C1=CC=C(C=C1)N1CCC(CC1)N1CCN(CC1)CC1=C(C=NC=C1)N1C(NC(CC1)=O)=O)=O 1-(4-((4-(1-(4-(5,7-dimethoxy-4-oxo-3,4-dihydroquinazolin-2-yl)phenyl)piperidin-4-yl)piperazin-1-yl)methyl)pyridin-3-yl)dihydropyrimidine-2,4(1H,3H)-dione